C(C1=CC=CC=C1)NC=1C2=C(N=C(N1)Cl)C(=CO2)C2O[C@@H]([C@H]([C@H]2OCC2=CC=CC=C2)OCC2=CC=CC=C2)COCC2=CC=CC=C2 N-benzyl-7-[(3S,4R,5R)-3,4-bis(benzyloxy)-5-[(benzyloxy)methyl]oxolan-2-yl]-2-chlorofuro[3,2-d]pyrimidin-4-amine